CCCCCCCCC(CCCCCCCC)OC(CCCCCCCNCCCCCCCC(OC(CC)CCCCCCCC)=O)=O 8-{[8-oxo-8-(undecan-3-yloxy)octyl]Amino}caprylic acid heptadecan-9-yl ester